C(C)(=O)NC=1N=C2N(N=C(C=C2)C=2C=C(C=NC2C)C(=O)NCCC(C)C2=CC=CC=C2)C1 5-{2-acetamidoimidazo[1,2-b]pyridazin-6-yl}-6-methyl-N-(3-phenylbutyl)pyridine-3-carboxamide